C[C@@H]1O[C@@H](CN(C1)C1=CC=CC(=N1)C1(CC(C1)C1=CC(=NC=C1)C#N)O)C 4-(3-(6-((2S,6R)-2,6-dimethylmorpholino)pyridin-2-yl)-3-hydroxycyclobutyl)picolinonitrile